2-benzyl-N6-cyclohexyladenine C(C1=CC=CC=C1)C1=NC(=C2NC=NC2=N1)NC1CCCCC1